N-methoxy-1-[4-[5-(trifluoromethyl)-1,2,4-oxadiazol-3-yl]phenyl]methylamine CONCC1=CC=C(C=C1)C1=NOC(=N1)C(F)(F)F